monochloro phosphite P(OCl)([O-])[O-]